2-(4-((R/S)-(2-(difluoromethyl)-2H-tetrazol-5-yl)(phenyl)methyl)piperazine-1-carbonyl)pyridine FC(N1N=C(N=N1)[C@H](N1CCN(CC1)C(=O)C1=NC=CC=C1)C1=CC=CC=C1)F |r|